FC1=CC(=C(C=C1F)NC(OC1CC1)=O)C(N[C@H](C(C(=O)NC)=O)C[C@H]1C(NCC1)=O)=O cyclopropyl N-[4,5-difluoro-2-[[(1S)-3-(methylamino)-2,3-dioxo-1-[[(3S)-2-oxopyrrolidin-3-yl]methyl]propyl]carbamoyl] phenyl]carbamate